6-(1-(3-Chloropyridin-2-yl)-3-(2,2,2-trifluoroethoxy)-1H-pyrazol-5-carboxamido)-N-(2-methoxyethyl)-5-methylpyrazolo[1,5-a]pyridin-7-carboxamid ClC=1C(=NC=CC1)N1N=C(C=C1C(=O)NC=1C(=CC=2N(C1C(=O)NCCOC)N=CC2)C)OCC(F)(F)F